C(#N)C1=CC(=C(C=C1)S(=O)(=O)N1C[C@@H]([C@@](C1)(CO)O)S(=O)(=O)C1=CC(=C(C#N)C=C1)F)C 4-(((3s,4r)-1-((4-cyano-2-methylphenyl)sulfonyl)-4-hydroxy-4-(hydroxymethyl)pyrrolidin-3-yl)sulfonyl)-2-fluorobenzonitrile